2-Chloro-8-[1-(3-fluoro-benzyl)-1H-pyrazol-4-yl]-1-propyl-1,7-dihydro-purin-6-one ClC=1N(C(C=2NC(=NC2N1)C=1C=NN(C1)CC1=CC(=CC=C1)F)=O)CCC